3-bromo-N-(3-methoxy-2,6-dimethyl-phenyl)-6-methyl-5-nitro-pyridin-2-amine BrC=1C(=NC(=C(C1)[N+](=O)[O-])C)NC1=C(C(=CC=C1C)OC)C